6-amino-2-(ethylsulfonylamino)-9-[(4-fluorophenyl)methyl]-N-methyl-8-oxo-N-propyl-purine-7-carboxamide NC1=C2N(C(N(C2=NC(=N1)NS(=O)(=O)CC)CC1=CC=C(C=C1)F)=O)C(=O)N(CCC)C